cobalt hydroxide, magnesium salt [Mg].[Co](O)O